[H-].[H-].[H-].[Gd+3] gadolinium trihydride